ClC1=C(OC2CCN(CC2)C(=O)N2C[C@@H]3[C@@H](OCC(N3)=O)CC2)C=CC=C1C(F)(F)F (4aR,8aS)-6-[4-[2-Chloro-3-(trifluoromethyl)phenoxy]piperidin-1-carbonyl]-4,4a,5,7,8,8a-hexahydropyrido[4,3-b][1,4]oxazin-3-on